magnesium ethylchloride C(C)Cl.[Mg]